OS(=O)(=O)C(F)(F)F.FC(S(=O)(=O)O[Yb](OS(=O)(=O)C(F)(F)F)OS(=O)(=O)C(F)(F)F)(F)F tris(trifluoromethylsulfonyloxy)ytterbium triflate